4-((3-amino-3-methylbutyl) (4-((3-amino-3-methylbutyl)amino) butyl)amino)-4-oxobutanoate trihydrochloride Cl.Cl.Cl.NC(CCN(C(CCC(=O)O)=O)CCCCNCCC(C)(C)N)(C)C